tert-butyl N-[5-[[2-[3-methyl-5-(1-piperidylsulfonyl)indol-1-yl]propanoylamino]methyl]indan-1-yl]carbamate CC1=CN(C2=CC=C(C=C12)S(=O)(=O)N1CCCCC1)C(C(=O)NCC=1C=C2CCC(C2=CC1)NC(OC(C)(C)C)=O)C